1-(2-bromo-5-(trifluoromethyl)phenyl)cyclopropanecarbaldehyde BrC1=C(C=C(C=C1)C(F)(F)F)C1(CC1)C=O